1-isocyanato-3,3,5-trimethyl-5-(isocyanatomethyl)-cyclohexane N(=C=O)C1CC(CC(C1)(CN=C=O)C)(C)C